2,2'-Methylenebis(4-chlorophenol) C(C1=C(C=CC(=C1)Cl)O)C1=C(C=CC(=C1)Cl)O